tert-butyl 3-{[(2E)-3-(benzenesulfonyl)prop-2-en-1-yl]carbamoyl}-2-oxo-1,2,5,6,7,8-hexahydro-1,6-naphthyridine-6-carboxylate C1(=CC=CC=C1)S(=O)(=O)/C=C/CNC(=O)C=1C(NC=2CCN(CC2C1)C(=O)OC(C)(C)C)=O